4-(2-((tert-butyldimethylsilyl)oxy)ethyl)-7-((2S,5R)-2,5-diethyl-4-(1-(quinoxalin-6-yl)ethyl)piperazin-1-yl)-2-(tetrahydro-2H-pyran-2-yl)-2,4-dihydro-5H-pyrazolo[4,3-b]pyridin-5-one [Si](C)(C)(C(C)(C)C)OCCN1C=2C(C(=CC1=O)N1[C@H](CN([C@@H](C1)CC)C(C)C=1C=C3N=CC=NC3=CC1)CC)=NN(C2)C2OCCCC2